CN(CCCN(CC(C)O)CC(C)O)C N,N-Dimethyl-N',N'-bis(2-hydroxypropyl)-1,3-propandiamin